2-(5-(4-chlorophenyl)-1-(2,4-dichlorophenyl)-4-methyl-1H-pyrazol-3-yl)-2-oxo-N-phenylacetamide ClC1=CC=C(C=C1)C1=C(C(=NN1C1=C(C=C(C=C1)Cl)Cl)C(C(=O)NC1=CC=CC=C1)=O)C